FC1=CC=C(OC[C@@H]2[C@H](CCC2)NC(C2=C(C=CC(=C2)C)C2=NC=CC=N2)=O)C=C1 N-[(1S,2S)-2-[(4-fluorophenoxy)methyl]cyclopentyl]-5-methyl-2-pyrimidin-2-yl-benzamide